BrC=1C=C(C(=NC1Cl)N)N 5-bromo-6-chloropyridine-2,3-diamine